4-(1-cycloheptyl-4-(5-nitrothiophene-2-carboxamido)-1H-pyrazolo[3,4-d]pyrimidin-6-yl)benzoic acid methyl ester COC(C1=CC=C(C=C1)C1=NC(=C2C(=N1)N(N=C2)C2CCCCCC2)NC(=O)C=2SC(=CC2)[N+](=O)[O-])=O